O[C@H]1[C@@H]([C@@H]([C@@H]2N([C@@H]1CO)C(C(N2)=O)=O)O)O (5R,6R,7S,8R,8aS)-hexahydro-6,7,8-trihydroxy-5-(hydroxymethyl)-imidazo[1,2-a]pyridine-2,3-dione